ClC=1N=C(SC1Cl)OC1=CC(=C(C=C1)N=C(NCC)C)C N'-[4-(4,5-dichlorothiazol-2-yl)oxy-2-methyl-phenyl]-N-ethyl-methyl-formamidine